N-(2,3-dihydro-1H-inden-4-yl)-7-methoxy-2-(tetrahydro-2H-pyran-4-yl)imidazo[1,2-a]pyridine-6-carboxamide C1CCC2=C(C=CC=C12)NC(=O)C=1C(=CC=2N(C1)C=C(N2)C2CCOCC2)OC